1-(6-bromo-1,2,3,4-tetrahydro-1,8-naphthyridin-1-yl)ethan-1-one BrC=1C=C2CCCN(C2=NC1)C(C)=O